4-((6-bromo-2-pyridyl)methyl)morpholine BrC1=CC=CC(=N1)CN1CCOCC1